[Si](C)(C)(C(C)(C)C)OCCN(C(OC(C)(C)C)=O)C1=CC=2N(C=C1)C=NN2 tert-butyl N-[2-[tert-butyl(dimethyl)silyl]oxyethyl]-N-([1,2,4]triazolo[4,3-a]pyridin-7-yl)carbamate